4H-1,4-oxazin O1C=CNC=C1